ClC=1C=C2C(=NC1)NC=C2C(=O)C=2C(=C(C=CC2)NS(=O)(=O)N2CC(CC2)NC)F N-[3-(5-chloro-1H-pyrrolo[2,3-b]pyridine-3-carbonyl)-2-fluoro-phenyl]-3-(methylamino)pyrrolidine-1-sulfonamide